BrC=1C(=NC=CC1)C(=O)C1=CC=C(C=C1)Cl (3-bromopyridin-2-yl)(4-chlorophenyl)methanone